3-[(3S)-pyrrolidin-3-yloxy]propan-1-ol hydrochloride Cl.N1C[C@H](CC1)OCCCO